CN(CCOC1=CC(=NC=C1)C=1N=C(C2=C(N1)CCC2)N(CC(=O)NCC(F)(F)F)C)C 2-[(2-{4-[2-(dimethylamino)ethoxy]pyridin-2-yl}-5H,6H,7H-cyclopenta[d]pyrimidin-4-yl)(methyl)amino]-N-(2,2,2-trifluoroethyl)acetamide